CN[C@H]1CN(CC1)C=1N=CC(=NC1)C(=O)NC1=CC2=C(N=C(O2)C)C=C1 (R)-5-(3-(methylamino)pyrrolidin-1-yl)-N-(2-methylbenzo[d]oxazol-6-yl)pyrazine-2-carboxamide